trans-4-((5-fluoro-4-(6-(1-hydroxycyclobutyl)pyridin-2-yl)pyrimidin-2-yl)amino)cyclohexane-1-carboxylic acid FC=1C(=NC(=NC1)N[C@@H]1CC[C@H](CC1)C(=O)O)C1=NC(=CC=C1)C1(CCC1)O